C(=CC1=CC=CC=C1)/C/1=C/C(=O)OC1=O styreneMaleic anhydride